N-(2-amino-1-(3-chlorophenyl)-2-oxoethyl)-1-(5-methyl-2-((tetrahydro-2H-pyran-4-yl)amino)-pyrimidin-4-yl)-1H-imidazole-4-carboxamide NC(C(C1=CC(=CC=C1)Cl)NC(=O)C=1N=CN(C1)C1=NC(=NC=C1C)NC1CCOCC1)=O